2'-O,4'-C-methylene-5-methyl-N4-benzoylcytidine C1O[C@H]2[C@@H](O[C@@]1([C@H]2O)CO)N2C(=O)N=C(NC(C1=CC=CC=C1)=O)C(=C2)C